1-(1H-indol-6-yl)-3-(3-oxo-4-phenyl-3,4-dihydro-2H-benzo[b][1,4]oxazin-6-yl)urea N1C=CC2=CC=C(C=C12)NC(=O)NC1=CC2=C(OCC(N2C2=CC=CC=C2)=O)C=C1